2-ethyl-N4-isopropyl-6-(methylthio)-1,3,4-triazine-2,4-diamine C(C)C1(NC(=CN(N1)NC(C)C)SC)N